FC1(CC(N(CC1)C(=O)NC1=CC=C(C=C1)C(F)(F)F)C)C1=NC=CC=C1C (+/-)-(syn)-4-Fluoro-2-methyl-4-(3-methylpyridin-2-yl)-N-[4-trifluoromethylphenyl]piperidin-1-carboxamid